C(C1=CC=CC=C1)OC(=O)N1CC(C1)CO[C@@H]1[C@@H](CN(CC1)C(=O)OC(C)(C)C)F tert-butyl (3R,4S)-4-[(1-benzyloxycarbonyl azetidin-3-yl) methoxy]-3-fluoro-piperidine-1-carboxylate